2-methyl-3,4-dihydrochromene-2-carboxylate CC1(OC2=CC=CC=C2CC1)C(=O)[O-]